OC1=NOC=2CN(CCC21)C(=O)OC2=CC=CC=C2 phenyl 3-hydroxy-4,5,6,7-tetrahydroisoxazolo[5,4-c]pyridine-6-carboxylate